ClC=1C=C(C=NC1N1N=CC=N1)NC(=O)C=1C=NN(C1C(F)(F)F)C=1C=2N(C=CC1)N=CC2 N-(5-Chloro-6-(2H-1,2,3-triazol-2-yl)pyridin-3-yl)-1-(pyrazolo[1,5-a]pyridin-4-yl)-5-(trifluoromethyl)-1H-pyrazol-4-carboxamid